(1R,5S)-tert-butyl 3-(8-fluoro-7-(8-fluoronaphthalen-1-yl)-2-(1-(hexahydro-1H-pyrrOlizin-7a-yl)ethoxy)pyrido[4,3-d]pyrimidin-4-yl)-3,8-diazabicyclo[3.2.1]octane-8-carboxylate FC1=C(N=CC2=C1N=C(N=C2N2C[C@H]1CC[C@@H](C2)N1C(=O)OC(C)(C)C)OC(C)C12CCCN2CCC1)C1=CC=CC2=CC=CC(=C12)F